CN(N=C=NCCC)C N-dimethylamino-propylcarbodiimide